6-isopropyl-4-(4-methoxy-4-methylpiperidin-1-yl)-2-oxo-1,2-dihydroquinoline-3-carbonitrile C(C)(C)C=1C=C2C(=C(C(NC2=CC1)=O)C#N)N1CCC(CC1)(C)OC